C=1N=CN2C1C1=CC=CC=C1[C@@H]2[C@H]2[C@@H](CN(CC2)S(=O)(=O)C(C)C)O (3S,4S)-4-((S)-5H-imidazo[5,1-a]isoindol-5-yl)-1-(isopropylsulfonyl)piperidin-3-ol